[Br-].OCCN1C(=[NH+]C=C1)CCO 1,2-bis-(2'-hydroxyethyl)imidazolium bromide